[2-(2-ethoxy)-ethoxyethyl]-guanidinium chloride [Cl-].CCOCCOCCNC(=[NH2+])N